L-Glutaminyl-L-Asparagine N[C@@H](CCC(N)=O)C(=O)N[C@@H](CC(N)=O)C(=O)O